tert-Butyl 4-(2-oxo-2-(pyrrolidin-1-yl)ethyl)piperazine-1-carboxylate O=C(CN1CCN(CC1)C(=O)OC(C)(C)C)N1CCCC1